Cl.CC1=CC=C(C=C1)S(=O)(=O)NC=1C(=NC=C(C1)C1=CC=2C3=C(C=NC2C=C1)N(C(C31CCC1)=O)C)N1CCC(CC1)N1CCOCC1 4-Methyl-N-(5-(3'-methyl-2'-oxo-2',3'-dihydrospiro[cyclobutane-1,1'-pyrrolo[2,3-c]quinolin]-8'-yl)-2-(4-morpholinopiperidin-1-yl)pyridin-3-yl)benzenesulfonamide hydrochloride